7-(2-Cyclopropyl-benzyl)-5-[1-(2-fluoro-6-trifluoromethyl-phenyl)-piperidin-4-yl]-2-methyl-2,4,5,7-tetrahydro-pyrazolo[3,4-d]pyrimidin-6-on C1(CC1)C1=C(CN2C(N(CC=3C2=NN(C3)C)C3CCN(CC3)C3=C(C=CC=C3C(F)(F)F)F)=O)C=CC=C1